F[C@H]1[C@H](O[C@@H]2OC(O[C@@H]21)(C)C)C(C)C 2-((3aR,5R,6S,6aS)-6-Fluoro-2,2-dimethyltetrahydrofuro[2,3-d][1,3]dioxol-5-yl)propan